CC1=C2C[C@H](CN(C2=CC=C1)C(=O)C1=C(C=CC(=C1)N1N=C(N=C1)C(C)C)OC)C(F)(F)F [(3R)-3,4-dihydro-5-methyl-3-(trifluoromethyl)-1(2H)-quinolinyl][2-methoxy-5-[3-(1-methylethyl)-1H-1,2,4-triazol-1-yl]phenyl]methanone